2-phenoxy propylene oxide O(C1=CC=CC=C1)C1(CO1)C